4-[[4-[(2R)-3-(3,4-dihydro-1H-isoquinolin-2-yl)-2-hydroxy-propyl]-5-oxo-2,3-dihydro-1,4-benzoxazepin-8-yl]oxy]piperidine-1-carboxylic acid tert-butyl ester C(C)(C)(C)OC(=O)N1CCC(CC1)OC1=CC2=C(C(N(CCO2)C[C@@H](CN2CC3=CC=CC=C3CC2)O)=O)C=C1